C(C)N1N=NC=C1 1-ethyl-1H-1,2,3-triazole